methyl 4-chloro-2-((2-methoxy-2-oxoethoxy)methyl)benzoate ClC1=CC(=C(C(=O)OC)C=C1)COCC(=O)OC